NC=1C2=C(N=CN1)N(C=C2C2=CC(=C(C=C2)NC(OC2=CC=CC=C2)=O)F)CCOC phenyl (4-(4-amino-7-(2-methoxyethyl)-7H-pyrrolo[2,3-d]pyrimidin-5-yl)-2-fluorophenyl)carbamate